NC1=CC(=C(C(=O)NCC2(CCCCCC2)C2=CC=C(C=C2)Cl)C=C1Cl)OC 4-amino-5-chloro-N-((1-(4-chlorophenyl)cycloheptyl)methyl)-2-methoxybenzamide